C1(=CC=CC=C1)N(CC1=CSC=C1)C1=CC=CC=C1 diphenyl(thiophen-3-yl)methylamine